benzyl (1S,3S,5S)-5-methyl-2-((3-(((methylsulfonyl)oxy)methyl)-4-phenoxy-benzoyl)glycyl)-2-azabicyclo[3.1.0]hexane-3-carboxylate C[C@@]12C[C@H](N([C@H]2C1)C(CNC(C1=CC(=C(C=C1)OC1=CC=CC=C1)COS(=O)(=O)C)=O)=O)C(=O)OCC1=CC=CC=C1